1-methyl-4-(6-nitropyridine-3-yl)piperazine CN1CCN(CC1)C=1C=NC(=CC1)[N+](=O)[O-]